2-(o-fluorophenyl)-4,5-diphenyl-imidazole diethyl-((E)-3-(4-aminophenyl)acryloyl)glycyl-L-valyl-D-glutamate C(C)C(NC(\C=C\C1=CC=C(C=C1)N)=O)(C(=O)N[C@@H](C(C)C)C(=O)N[C@H](CCC(=O)O)C(=O)O)CC.FC1=C(C=CC=C1)C=1NC(=C(N1)C1=CC=CC=C1)C1=CC=CC=C1